C(C(=O)O)(=O)O.CC1=NN=C(O1)C=1N=C(SC1)OCCCN1CCN(CC1)C1=NSC2=C1C=CC=C2 3-(4-{3-[4-(5-methyl-[1,3,4]oxadiazol-2-yl)-thiazol-2-yloxy]-propyl}-piperazin-1-yl)-benzo[d]isothiazole oxalate salt